3-amino-2,6-dichloro-isonicotinic acid methyl ester COC(C1=C(C(=NC(=C1)Cl)Cl)N)=O